NC1CN(C1)C=1N(C(C(=C(N1)C1=CC(=C(C#N)C=C1)F)C1=CC=C(C=C1)OC)=O)C 4-[2-(3-amino-azetidin-1-yl)-5-(4-methoxy-phenyl)-1-methyl-6-oxo-1,6-dihydro-pyrimidin-4-yl]-2-fluoro-benzonitrile